2'-[6-amino-5-(difluoromethoxy)pyridin-3-yl]-N-[(1R)-1-phenylpropyl]-5',6'-dihydrospiro[azetidine-3,4'-pyrrolo[1,2-b]pyrazole]-1-carboxamide NC1=C(C=C(C=N1)C=1C=C2N(N1)CCC21CN(C1)C(=O)N[C@H](CC)C1=CC=CC=C1)OC(F)F